(S)-7-((1-Acryloyl-3-(2,3-dichloro-6-fluorophenyl)pyrrolidin-3-yl)amino)-2-(tetrahydro-2H-pyran-4-yl)isoquinolin-1(2H)-one C(C=C)(=O)N1C[C@](CC1)(C1=C(C(=CC=C1F)Cl)Cl)NC1=CC=C2C=CN(C(C2=C1)=O)C1CCOCC1